N1C=NC=C2C1=CC=N2 AZOLOPYRIMIDIN